ethyl-2-methyl-N-[[4-[5-(trifluoromethyl)-1,2,4-oxadiazol-3-yl]phenyl]methyl]propionamide C(C)C(C(=O)NCC1=CC=C(C=C1)C1=NOC(=N1)C(F)(F)F)(C)C